CC=1C(=NNC1)CCC(=O)N Methylpyrazolepropionamide